S1C(=NC=C1)CNC(C)C1=CNC(C2=CC=CC=C12)=O 4-(1-((thiazol-2-ylmethyl)amino)ethyl)isoquinolin-1(2H)-one